NC1=CC=C(C=C1)C(C)(C)C1=CC(=CC=C1)C(C)(C1=CC=C(C=C1)N)C 1,3-bis[1-(4-Aminophenyl)-1-methylethyl]benzene